carbamic acid but-3-yne-yl ester C(CC#C)OC(N)=O